[K+].OC1=CC=C(C2=CC=CC=C12)S(=O)(=O)[O-] 4-hydroxynaphthalene-1-sulfonic acid potassium salt